di-dimethylethylammonium 4,10-bis[(1-pyrrolidinyl)carbamoyl]-3,9-perylenedicarboxylate N1(CCCC1)NC(=O)C=1C2=C(C=CC=3C=4C=CC(=C5C(=CC=C(C(=CC1)C23)C54)C(=O)[O-])C(NN5CCCC5)=O)C(=O)[O-].C[NH+](CC)C.C[NH+](CC)C